pyrazole trisodium salt [Na].[Na].[Na].N1N=CC=C1